ClC=1C=CC=C2CCCC12 (1S,2R)-7-chloro-2,3-dihydro-1H-inden